C(C)N1N=C(C=2C(N(C=CC21)CC(F)(F)F)=O)NC2=C(N=NC=C2)C(=O)NC([2H])([2H])[2H] 4-((1-ethyl-4-oxo-5-(2,2,2-trifluoroethyl)-4,5-dihydro-1H-pyrazolo[4,3-c]pyridin-3-yl)amino)-N-(methyl-d3)pyridazine-3-carboxamide